2-(3-(3-Isopropyl-2-(1,4,5-trimethyl-6-oxo-1,6-dihydropyridin-3-yl)-1H-indol-5-yl)azetidin-1-yl)-N,N-dimethylacetamid C(C)(C)C1=C(NC2=CC=C(C=C12)C1CN(C1)CC(=O)N(C)C)C1=CN(C(C(=C1C)C)=O)C